COC=1C=C(C=CC1NC(C[C@H]1CCN(C1)C=1C2=C(N=C(N1)C)C1=C(O2)C=CC=C1)=O)C1=CC=CC=C1 (2S,4R)-4-(2-((3-methoxy-[1,1'-biphenyl]-4-yl)amino)-2-oxoethyl)-1-(2-methylbenzofuro[3,2-d]pyrimidin-4-yl)pyrrolidine